N-(2-oxabicyclo[3.1.0]hexan-6-yl)-5-(4-((7-ethyl-6-oxo-5,6-dihydro-1,5-naphthyridin-3-yl)methyl)piperazin-1-yl)picolinamide C12OCCC2C1NC(C1=NC=C(C=C1)N1CCN(CC1)CC=1C=NC=2C=C(C(NC2C1)=O)CC)=O